ClC=1C=C(C=CC1Cl)C1=CC=C(C=C1)COC1=C(N=NN1)C(=O)O 5-((3',4'-dichloro-[1,1'-biphenyl]-4-yl)methoxy)-1H-1,2,3-triazole-4-carboxylic acid